8-bromo-7,9-difluoro-1,4,4-trimethyl-4,5-dihydropyrrolo[1,2-a]quinoxaline BrC1=C(C=C2NC(C=3N(C2=C1F)C(=CC3)C)(C)C)F